6-isopropyl-3-oxo-2-[5-(trifluoromethyl)-2-pyridinyl]-2,3-dihydropyridazine-4-carboxylic acid methyl ester COC(=O)C=1C(N(N=C(C1)C(C)C)C1=NC=C(C=C1)C(F)(F)F)=O